O[C@@]1(C(N(CC1)C)=O)C1=CC(=CC=C1)C1=CN=C(N1C)C1=CNC2=NC=CC=C21 (R)-3-hydroxy-1-methyl-3-(3-(1-methyl-2-(1H-pyrrolo[2,3-b]pyridin-3-yl)-1H-imidazol-5-yl)phenyl)pyrrolidin-2-one